2'-fluoro-4'-[(5R)-5-(hydroxymethyl)-2-oxo-1,3-oxazolidin-3-yl][1,1'-biphenyl]-4-sulfonamide FC1=C(C=CC(=C1)N1C(O[C@H](C1)CO)=O)C1=CC=C(C=C1)S(=O)(=O)N